FC=1C=C(C=C(C1)F)C1=CC(=CC=C1)C[C@@H]1N(CC[C@@H]1NS(=O)(=O)CC)C(=O)C1OCC1 N-((2S,3S)-2-((3',5'-difluorobiphenyl-3-yl)methyl)-1-(oxetan-2-ylcarbonyl)pyrrolidin-3-yl)ethanesulfonamide